ClC1=C(N=CN1C)C1=C(C=C(C=C1)F)C=1N=C2N(C=CC(=C2)C(=O)OC)C1C#N Methyl 2-(2-(5-chloro-1-methyl-1H-imidazol-4-yl)-5-fluorophenyl)-3-cyanoimidazo[1,2-a]pyridine-7-carboxylate